ClC=1C=C(C=CC1F)N1C(N([C@H](C1)C#N)C1=CN=CC2=CC=CC=C12)=O (R)-1-(3-chloro-4-fluorophenyl)-3-(isoquinolin-4-yl)-2-oxoimidazoline-4-carbonitrile